(S)-5-[[6-[3-(Difluoromethyl)-4-fluoro-phenyl]pyrazolo[4,3-b]pyridin-1-yl]methyl]-3-ethyl-oxazolidin-2-one FC(C=1C=C(C=CC1F)C=1C=C2C(=NC1)C=NN2C[C@@H]2CN(C(O2)=O)CC)F